5-Cyano-2-phenoxyaniline C(#N)C=1C=CC(=C(N)C1)OC1=CC=CC=C1